O1C(=CC=C1)C1=NN2C(N=C(C=C2)O)=C1C#N 2-(2-furyl)-5-hydroxy-pyrazolo[1,5-a]pyrimidine-3-carbonitrile